C(CCCCCCCCCCCC)C(=O)CCCCCCCCCCCCC n-tridecyl ketone